di-n-hexyl phthalate (di-n-hexyl phthalate) C(CCCCC)C=1C(=C(C(C(=O)O)=CC1)C(=O)O)CCCCCC.C(C=1C(C(=O)OCCCCCC)=CC=CC1)(=O)OCCCCCC